1-(4-((6-amino-5-cyanopyrimidin-4-yl)oxy)-2-fluorophenyl)-3-(3-(tert-butyl)-1-(4-ethoxyphenyl)-1H-pyrazol-5-yl)urea NC1=C(C(=NC=N1)OC1=CC(=C(C=C1)NC(=O)NC1=CC(=NN1C1=CC=C(C=C1)OCC)C(C)(C)C)F)C#N